(2-((2-chloro-5-(trifluoromethyl)pyrimidin-4-yl)amino)phenyl)phosphonic acid bisMethyl ester COP(OC)(=O)C1=C(C=CC=C1)NC1=NC(=NC=C1C(F)(F)F)Cl